[4-[(5-Chloropyrimidin-2-yl)amino]-2-fluoro-6-hydroxy-phenyl]-1,1-dioxo-1,2,5-thiadiazolidin-3-one ClC=1C=NC(=NC1)NC1=CC(=C(C(=C1)O)N1S(NCC1=O)(=O)=O)F